(3-chloro-5-methanesulfonamidophenyl)-5-ethyl-4-(5-fluoropyrimidin-2-yl)thiophene-2-carboxamide ClC=1C=C(C=C(C1)NS(=O)(=O)C)C1=C(SC(=C1C1=NC=C(C=N1)F)CC)C(=O)N